CC1(C(=[N+](C=2C=CC3=C(C12)C=CC=C3)CCCCS(=O)(=O)[O-])\C=C\C3=CC=C(S3)C=3SC(=CC3)C3=CC=C(C=C3)NC)C (E)-4-(1,1-dimethyl-2-(2-(5'-(4-(methylamino)phenyl)-[2,2'-bithiophen]-5-yl)vinyl)-1H-benzo[e]indol-3-ium-3-yl)butane-1-sulfonate